methyl (2S)-3-(6-(7-((2-hydroxyethyl)sulfonyl)-2,6,6-trimethyl-1-(2-methylhydrazineyl)-1-oxoheptan-2-yl) pyridin-2-yl)-2-methylpropanoate OCCS(=O)(=O)CC(CCCC(C(=O)NNC)(C)C1=CC=CC(=N1)C[C@@H](C(=O)OC)C)(C)C